C(C)(C)(C)OC(=O)N1[C@H](CCC1)CN.[C-]#N.C(CCCCCCCCC)[NH+]1CCCCC1 N-Decylpiperidinium cyanid tert-butyl-(2R)-2-(aminomethyl)pyrrolidine-1-carboxylate